2-amino-3-cyano-5-fluoro-spiro[5,6-dihydro-cyclopenta[b]thiophene-4,3'-azetidine]-1'-carboxylic acid tert-butyl ester C(C)(C)(C)OC(=O)N1CC2(C1)C(CC=1SC(=C(C12)C#N)N)F